(methyl-(p-tolyl)amino)benzoic acid methyl ester COC(C1=C(C=CC=C1)N(C1=CC=C(C=C1)C)C)=O